1,3,5-trimethyl-2,4,6-tris(3,5-di-t-butyl-4-hydroxybenzyl)benzene (R)-4-ethoxy-4-oxobutan-2-yl-3-oxobutanoate C(C)OC(C[C@@H](C)OC(CC(C)=O)=O)=O.CC1=C(C(=C(C(=C1CC1=CC(=C(C(=C1)C(C)(C)C)O)C(C)(C)C)C)CC1=CC(=C(C(=C1)C(C)(C)C)O)C(C)(C)C)C)CC1=CC(=C(C(=C1)C(C)(C)C)O)C(C)(C)C